N,N'-bis(2-naphthyl)p-phenylenediamine C1=C(C=CC2=CC=CC=C12)NC1=CC=C(C=C1)NC1=CC2=CC=CC=C2C=C1